1,1,1,3,3,3-hexafluoro-propan-2-yl (±)-1-((pyridazin-3-ylmethyl)carbamoyl)-6-aza-spiro[2.5]octane-6-carboxylate N1=NC(=CC=C1)CNC(=O)[C@@H]1CC12CCN(CC2)C(=O)OC(C(F)(F)F)C(F)(F)F |r|